(4aS,7aS,12bS)-3-(cyclopropylmethyl)-4a-hydroxy-7-methylene-2,3,4,4a,5,6,7,7a-octahydro-1H-4,12-methanobenzofuro[3,2-e]isoquinolin-9-yl undecyl carbonate C(OC1=CC=C2C3=C1O[C@@H]1[C@]34CCN(C([C@@]4(CCC1=C)O)C2)CC2CC2)(OCCCCCCCCCCC)=O